6-[2-[[7-(5-methyl-1,2,4-oxadiazol-3-yl)-1-isoquinolinyl]amino]ethyl]-7-oxo-5H-pyrrolo[3,4-b]pyridine-2-carboxylic acid ethyl ester C(C)OC(=O)C1=CC=C2C(=N1)C(N(C2)CCNC2=NC=CC1=CC=C(C=C21)C2=NOC(=N2)C)=O